C(C=C)OC1=NS(C2=C1C=CC=C2)(=O)=O 3-allyloxy-1,2-benzoisothiazol-1,1-dioxide